(R)-3-((7-((tert-butoxycarbonyl)(4-(pyridin-2-yl)benzyl)amino)-3-cyclopropylpyrazolo[1,5-a]pyrimidin-5-yl)oxy)piperidine-1-carboxylic acid tert-butyl ester C(C)(C)(C)OC(=O)N1C[C@@H](CCC1)OC1=NC=2N(C(=C1)N(CC1=CC=C(C=C1)C1=NC=CC=C1)C(=O)OC(C)(C)C)N=CC2C2CC2